(S)-N-(4-bromobutyl)-2-(4-(4-chlorophenyl)-2,3,9-trimethyl-6H-thieno[3,2-f][1,2,4]triazolo[4,3-a][1,4]diazepin-6-yl)acetamide BrCCCCNC(C[C@H]1C=2N(C3=C(C(=N1)C1=CC=C(C=C1)Cl)C(=C(S3)C)C)C(=NN2)C)=O